4-hydroxymethyl-1-(5-bromopyridin-2-yl)piperidine-4-carboxylic acid methyl ester COC(=O)C1(CCN(CC1)C1=NC=C(C=C1)Br)CO